(E)-3-(Dimethylamino)-1-(3-isopropyl-2-methyl-imidazol-4-yl)prop-2-en-1-one CN(/C=C/C(=O)C=1N(C(=NC1)C)C(C)C)C